tert-Butyl rac-(4aS,7aS)-6-[3-(2-chloro-6-methyl-4-pyridyl)-2-(3-cyanophenyl)pyrazolo[1,5-a]pyrimidin-5-yl]-2,3,4a,5,7,7a-hexahydropyrrolo[3,4-b][1,4]oxazine-4-carboxylate ClC1=NC(=CC(=C1)C=1C(=NN2C1N=C(C=C2)N2C[C@@H]1OCCN([C@H]1C2)C(=O)OC(C)(C)C)C2=CC(=CC=C2)C#N)C |r|